COC1=CC=C(C=C1)CN1C(CN=C(C2=C1C=CC=C2)C2=CC=CC=C2)=O (3S)-1-[(4-methoxyphenyl)methyl]-2-oxo-5-phenyl-2,3-dihydro-1H-1,4-benzodiazepin